N-(3-bromophenyl)-2,7-dichloro-N-methylquinazolin-4-amine BrC=1C=C(C=CC1)N(C1=NC(=NC2=CC(=CC=C12)Cl)Cl)C